C[N+]1=C(NC=C1)C Bis-Methylimidazolium